O[C@H]1[C@@H](O[C@@H]([C@H]1O)CO)C=1C(NC(N(C1)C1CN(C1)C)=O)=O 5-((2S,3R,4S,5R)-3,4-dihydroxy-5-(hydroxymethyl)tetrahydrofuran-2-yl)-1-(1-methylazetidine-3-yl)pyrimidine-2,4(1H,3H)-dione